(S)-N-((2-(4-((1-methylpyrrolidin-3-yl)oxy)phenyl)thiazol-5-yl)methyl)-11-oxo-10,11-dihydrodibenzo[b,f][1,4]thiazepine-8-carboxamide 5,5-dioxide CN1C[C@H](CC1)OC1=CC=C(C=C1)C=1SC(=CN1)CNC(=O)C1=CC2=C(S(C3=C(C(N2)=O)C=CC=C3)(=O)=O)C=C1